((3s,5s)-5-((3-chloro-4-fluorophenyl) (methyl) carbamoyl) pyrrolidin-3-yl) carbamate C(N)(O[C@@H]1CN[C@@H](C1)C(N(C)C1=CC(=C(C=C1)F)Cl)=O)=O